3-[[6-[(2R)-2-amino-4-methyl-pentoxy]-2-(2,6-dimethylphenyl)pyrimidin-4-yl]sulfamoyl]benzoic acid N[C@@H](COC1=CC(=NC(=N1)C1=C(C=CC=C1C)C)NS(=O)(=O)C=1C=C(C(=O)O)C=CC1)CC(C)C